O1CC(C1)C1=CC(=NO1)C(=O)NC1C[C@H]2CC[C@@H](C1)N2S(=O)(=O)CC2[C@H]1CN(C[C@@H]21)C(=O)OCC2=CC=CC=C2 Benzyl (1R,5S,6r)-6-((((1R,3R,5S)-3-(5-(oxetan-3-yl)isoxazole-3-carboxamido)-8-azabicyclo[3.2.1]octan-8-yl)sulfonyl)methyl)-3-azabicyclo[3.1.0]hexane-3-carboxylate